3-(2-chloroacetyl)benzoic acid ClCC(=O)C=1C=C(C(=O)O)C=CC1